[2-[2-(2-bromoethoxy)ethoxy]ethyl]carbamate BrCCOCCOCCNC([O-])=O